Methyl 2-(2,6-dichloro-4-(trifluoromethyl)phenyl)-4-methoxyquinoline-7-carboxylate ClC1=C(C(=CC(=C1)C(F)(F)F)Cl)C1=NC2=CC(=CC=C2C(=C1)OC)C(=O)OC